BrC1=CC(=NC=C1)N1CCC(CC1)CC1=CC=C(C=C1)CC1CCN(CC1)C(=O)OC(C)(C)C tert-butyl 4-[[4-[[1-(4-bromo-2-pyridyl)-4-piperidyl]methyl]phenyl]methyl]piperidine-1-carboxylate